N=1N(N=NC1)CCNC(OC(C)(C)C)=O tert-butyl (2-(2H-tetrazol-2-yl)ethyl)carbamate